BrC=1C(=C2C(=NC1)NC[C@@]21CC2=C(C=NC=C2)C1)Cl |r| (RS)-5'-Bromo-4'-chloro-1',2',5,7-tetrahydrospiro[cyclopenta[c]pyridine-6,3'-pyrrolo[2,3-b]pyridine]